4-((3-(N-(tert-butyl)sulfamoyl)phenyl)carbamoyl)-3-(6-azaspiro[2.5]octan-6-yl)benzenesulfonyl chloride C(C)(C)(C)NS(=O)(=O)C=1C=C(C=CC1)NC(=O)C1=C(C=C(C=C1)S(=O)(=O)Cl)N1CCC2(CC2)CC1